4-(4-((3-bromo-5-carbamoyl-1-(4-cyanophenyl)-1H-pyrazol-4-yl)amino)phenyl)piperidine-1-carboxylic acid tert-butyl ester C(C)(C)(C)OC(=O)N1CCC(CC1)C1=CC=C(C=C1)NC=1C(=NN(C1C(N)=O)C1=CC=C(C=C1)C#N)Br